C(NC(=O)NCO)O DimethylolUrea